NC1=CC(=C(C=C1)C=1C(=CC(N(C1)C)=O)C)F 5-(4-amino-2-fluorophenyl)-1,4-dimethylpyridin-2(1H)-one